CCCCCCCCCCCCCCCC(=O)OC/C=C(\\C)/C=C/C=C(/C)\\C=C\\C1=C(CCCC1(C)C)C The molecule is a retinyl palmitate obtained by formal condensation of the carboxy group of hexadecanoic acid with the hydroxy group of 9-cis-retinol. It derives from a 9-cis-retinol.